CN1N=C(C=C1)CN 1-(1-methylpyrazol-3-yl)methanamine